6,6',6''-nitrilotris(methylene)trinicotinic acid N(CC1=NC=C(C(=O)O)C=C1)(CC1=NC=C(C(=O)O)C=C1)CC1=NC=C(C(=O)O)C=C1